4-((Tetrahydro-2H-pyran-2-yl)methoxy)isoindolin O1C(CCCC1)COC1=C2CNCC2=CC=C1